C(CCC)(=O)OC[C@H]1O[C@@]([C@@H]2OC(O[C@@H]21)(C)C)(C#N)C2=CC=C1C(=NC=NN12)N ((3aR,4R,6R,6aR)-6-(4-aminopyrrolo[2,1-f][1,2,4]triazin-7-yl)-6-cyano-2,2-dimethyltetrahydrofuro[3,4-d][1,3]dioxol-4-yl)methyl butyrate